C(C=C)(=O)N1[C@H](CN(CC1)C=1C2=C(N=C(N1)OC[C@H]1N(CCC1)C)CN(C1(C2)CC1)C1=CC=CC2=CC=CC=C12)CC#N 2-((S)-1-propenoyl-4-(2'-(((S)-1-methylpyrrolidin-2-yl)methoxy)-7'-(naphthalen-1-yl)-7',8'-dihydro-5'H-spiro[cyclopropane-1,6'-pyrido[3,4-d]pyrimidin]-4'-yl)piperazin-2-yl)acetonitrile